CC1(C2=CC=CC=C2C2=CC=C3C(=C12)C=CC=C3)C 11,11-dimethylbenzo[a]fluorene